Cl.BrC1=CC=C(C=C1)N (-)-p-bromophenylamine hydrochloride